(1R,2R,3R,4R)-3-isopropylbicyclo[2.2.1]hept-5-ene C(C)(C)[C@H]1C[C@H]2C=C[C@H]1C2